3-methyl-5-hydroxyfuran-2(5H)-one CC=1C(OC(C1)O)=O